C1OCC12C(CC2)=O 2-oxaspiro[3.3]heptane-5-one